tert-butyl 5'-bromo-2'-oxospiro[cyclopropane-1,3'-pyrrolo[2,3-b]pyridine]-1'-carboxylate BrC=1C=C2C(=NC1)N(C(C21CC1)=O)C(=O)OC(C)(C)C